4-chloro-N-(4-fluoro-1-methyl-3-(trifluoromethyl)-1H-pyrazol-5-yl)benzamide ClC1=CC=C(C(=O)NC2=C(C(=NN2C)C(F)(F)F)F)C=C1